O=C1NC(CCC1N1C(C2=CC=CC(=C2C1=O)N1CCC(CC1)OC1CCNCC1)=O)=O 2-(2,6-Dioxopiperidin-3-yl)-4-[4-(piperidin-4-yloxy)piperidin-1-yl]-2,3-dihydro-1H-isoindole-1,3-dione